ClC1=CC(=C(COC2=CC=CC(=N2)C2CCN(CC2)CC2=NC3=C(N2CC2=CN=NN2C)C=C(C=C3)C(=O)O)C=C1)F 2-[(4-{6-[(4-chloro-2-fluorobenzyl)oxy]pyridin-2-yl}piperidin-1-yl)methyl]-1-[(1-methyl-1H-1,2,3-triazol-5-yl)methyl]-1H-benzimidazole-6-carboxylic acid